FC1=C(C(=O)NCC23CCC(CC2)(CC3)C=3N=C(SC3)C3=NC(=NC=C3)N3CCNCC3)C=C(C(=C1F)O)F 2,3,5-trifluoro-4-hydroxy-N-[(4-{2-[2-(piperazin-1-yl)pyrimidin-4-yl]-1,3-thiazol-4-yl}bicyclo[2.2.2]octan-1-yl)methyl]benzamide